((((3-methyl-4-oxo-3,4-dihydroimidazo[5,1-d][1,2,3,5]tetrazine-8-carbonyl) carbamoyl) oxy) 2-propyl) pentanoate C(CCCC)(=O)OC(C)COC(NC(=O)C=1N=CN2C1N=NN(C2=O)C)=O